2-((cyclopropylmethyl)amino)-1'-(isoxazol-3-ylmethyl)-6-(isoxazol-4-yl)-5H-spiro[pyrido[4,3-d]pyrimidine-8,3'-pyrrolidin]-7(6H)-one C1(CC1)CNC=1N=CC2=C(N1)C1(CN(CC1)CC1=NOC=C1)C(N(C2)C=2C=NOC2)=O